5-chloro-4-(difluoromethyl)-2-((4-fluoro-2-methylphenyl)amino)benzoic acid ClC=1C(=CC(=C(C(=O)O)C1)NC1=C(C=C(C=C1)F)C)C(F)F